CN(C1=CC=CC(=N1)OC1=CC=C(C#N)C=C1)C 4-(6-(dimethylamino)pyridin-2-yloxy)benzonitrile